O1CCN(CC1)C1=CC=C(C=C1)C1=CC=CC=2N1N=C(N2)NC(=O)C2CC2 N-(5-(4-morpholinophenyl)-[1,2,4]triazolo[1,5-a]pyridin-2-yl)cyclopropanecarboxamide